tert-butyl (S)-2-(((S)-1-(4-(4-isopropyl-5-(8-methoxy-[1,2,4]triazolo[1,5-a]pyridin-6-yl)-1H-pyrazol-3-yl)phenyl)ethyl)(methyl)carbamoyl)azetidine-1-carboxylate C(C)(C)C=1C(=NNC1C=1C=C(C=2N(C1)N=CN2)OC)C2=CC=C(C=C2)[C@H](C)N(C(=O)[C@H]2N(CC2)C(=O)OC(C)(C)C)C